2-((2S)-1-Acryloyl-4-(4-chloro-3-methyl-2'-(((S)-1-methylpyrrolidin-2-yl)methoxy)-5',8'-dihydro-6'H-spiro[indene-1,7'-quinazolin]-4'-yl)piperazin-2-yl)acetonitrile C(C=C)(=O)N1[C@H](CN(CC1)C1=NC(=NC=2CC3(CCC12)C=C(C1=C(C=CC=C13)Cl)C)OC[C@H]1N(CCC1)C)CC#N